FC1=CC=2C(=C3N(C2C=C1)CCOCC3)C(=O)O 9-fluoro-1,2,4,5-tetrahydro-[1,4]oxazepino[4,5-a]indole-11-carboxylic acid